C(C)(C)(C)OC(=O)N1C[C@@H]([C@H](C1)F)N (3s,4s)-3-amino-4-fluoropyrrolidine-1-carboxylic acid tert-butyl ester